2'-chloro-5'-methoxy-6-methyl-(4,4'-bipyridine)-3-carboxylic acid ClC1=NC=C(C(=C1)C1=C(C=NC(=C1)C)C(=O)O)OC